N,3-dimethyl-2-nitroaniline CNC1=C(C(=CC=C1)C)[N+](=O)[O-]